N1CCNCC1.P(O)(O)(O)=O phosphoric acid piperazine salt